3-phenyl-3-(4-methoxyphenyl)-6-methoxy-7-(4-(2-methacryloxyethyl)carbamylpiperazin-1-yl)-13,13-dimethyl-3H,13H-indeno[2',3':3,4]naphtho[1,2-b]pyran C1(=CC=CC=C1)C1(C=CC2=C(O1)C=1C=C(C(=CC1C1=C2C(C2=CC=CC=C21)(C)C)N2CCN(CC2)C(NCCOC(C(=C)C)=O)=O)OC)C2=CC=C(C=C2)OC